C(CCCCCCCCCCCCCC)N1C(CC1)=O 1-pentadecylazetidin-2-one